FC(C=1N=C(OC1C(=O)N1[C@@H](C2=C(CC1)NC=N2)C=2SC1=C(N2)C(=CC=C1)C(F)(F)F)C(C)(C)O)F (S)-(4-(difluoromethyl)-2-(2-hydroxypropan-2-yl)oxazol-5-yl)(4-(4-(trifluoromethyl)benzo[d]thiazol-2-yl)-6,7-dihydro-1H-imidazo[4,5-c]pyridin-5(4H)-yl)methanone